FC(C1(C(N2N(C1)CCC2C=2C=NC=C(C2)F)=O)C)F 6-(difluoromethyl)-3-(5-fluoro-3-pyridyl)-6-methyl-1,2,3,7-tetrahydropyrazolo[1,2-a]pyrazol-5-one